O=C1NC2=CC=CC=C2C(=C1)C(=O)O 2-oxo-1,2-dihydroquinoline-4-Carboxylic acid